(5-chloro-2-pyridyl)-phenyl-methanol ClC=1C=CC(=NC1)C(O)C1=CC=CC=C1